N1(CCC1)CC1(CC1)NC(C(C)(C1=CC=C(C=C1)C)C)=O N-(1-(azetidin-1-ylmethyl)cyclopropyl)-2-methyl-2-(p-tolyl)propanamide